4-((3-(1-Cyclopropyl-1H-pyrazol-4-yl)phenyl)((4-(6-(dimethylamino)pyridinyl)bicyclo[2.2.2]octan-1-yl)methyl)carbamoyl)cyclohexyl trans-methylcarbamate CNC(OC1CCC(CC1)C(N(CC12CCC(CC1)(CC2)C2=NC(=CC=C2)N(C)C)C2=CC(=CC=C2)C=2C=NN(C2)C2CC2)=O)=O